5-(5-(3,5-dichloro-4-fluorophenyl)-5-(trifluoromethyl)-4,5-dihydroisoxazol-3-yl)-N-(1-methyl-2,5-dioxopyrrolidin-3-yl)-5,6-dihydro-4H-thieno[2,3-c]pyrrole-2-carboxamide ClC=1C=C(C=C(C1F)Cl)C1(CC(=NO1)N1CC2=C(C1)C=C(S2)C(=O)NC2C(N(C(C2)=O)C)=O)C(F)(F)F